10-fluoro-12-phenylisoindolo[2,1-b]Isoquinolin-7(5H)-one FC1=CC=C2C(N3CC4=CC=CC=C4C(=C3C2=C1)C1=CC=CC=C1)=O